Trisodium (2-hydroxyethyl)ethylenediaminetriacetate C(CN(CC(=O)[O-])CC(=O)[O-])N(CCO)CC(=O)[O-].[Na+].[Na+].[Na+]